2-(3-(5-Amino-6-(3-methyl-1H-pyrazol-4-yl)pyrazin-2-yl)-4-(methyl-d3)phenyl)-1,1,1,4,4,4-hexafluorobutane-2,3-diol, trifluoroacetate salt FC(C(=O)O)(F)F.NC=1N=CC(=NC1C=1C(=NNC1)C)C=1C=C(C=CC1C([2H])([2H])[2H])C(C(F)(F)F)(C(C(F)(F)F)O)O